C1(CCCC1)CN1N=C(C=C1C(=O)NC1=CC(=CC=C1)S(=O)(=O)C)C(F)(F)F 2-(cyclopentylmethyl)-N-(3-methylsulfonylphenyl)-5-(trifluoromethyl)pyrazole-3-carboxamide